(2-((5-trifluoromethyl-2-chloropyrimidin-4-yl)amino)naphthalen-1-yl)dimethylphosphine oxide FC(C=1C(=NC(=NC1)Cl)NC1=C(C2=CC=CC=C2C=C1)P(C)(C)=O)(F)F